NC=1C(=NC(=C(N1)C=1OC=CN1)C=1C=CC=2N(C1)C(=CN2)C)C(=O)NCC2=NC(=CC=C2)N2CCOCC2 3-amino-6-(3-methylimidazo[1,2-a]pyridin-6-yl)-N-((6-morpholinopyridin-2-yl)methyl)-5-(oxazol-2-yl)pyrazine-2-carboxamide